(2-Thiophenylaminomethyl)-pregn-5-en S1C(=CC=C1)NCCC[C@H]1CC[C@H]2[C@@H]3CC=C4CCCC[C@]4(C)[C@H]3CC[C@]12C